C12(CC(C1)C2)NC2=C1C(=NC(=N2)NC=2C=C(C(=CC2OC)N(C)CCN(C)C)N)N(N=C1)COCC[Si](C)(C)C N4-(4-(bicyclo[1.1.1]pentan-1-ylamino)-1-((2-(trimethylsilyl)ethoxy)methyl)-1H-pyrazolo[3,4-d]pyrimidin-6-yl)-N1-(2-(dimethylamino)ethyl)-5-methoxy-N1-methyl-benzene-1,2,4-triamine